3-cyclobutyl-5-(trifluoromethyl)pyrazolo[1,5-a]pyridin-2-amine C1(CCC1)C=1C(=NN2C1C=C(C=C2)C(F)(F)F)N